1-(4-((5-(3,5-dimethylisoxazol-4-yl)-2-methylphenyl)(3-hydroxypropyl)amino)phenyl)cyclopropane-1-nitrile CC1=NOC(=C1C=1C=CC(=C(C1)N(C1=CC=C(C=C1)C1(CC1)C#N)CCCO)C)C